octadecadien-1-yl acetate C(C)(=O)OC=CC=CCCCCCCCCCCCCCC